3-[5-(difluoromethyl)-1,3,4-thiadiazol-2-yl]-1-ethyl-7-[(3R)-3-methyl-4-(2-methylpropanoyl)piperazin-1-yl]-2-oxo-1,3-benzodiazole-5-sulfonyl fluoride FC(C1=NN=C(S1)N1C(N(C2=C1C=C(C=C2N2C[C@H](N(CC2)C(C(C)C)=O)C)S(=O)(=O)F)CC)=O)F